C1(CC1)CCC(N1C(C=CC=C1)=O)C=1C=CC(=C(C1)NC(OC)=O)F (+)-methyl 5-(3-cyclopropyl-1-(2-oxopyridin-1(2H)-yl) propyl)-2-fluorophenylcarbamate